ClC1=C2C(=NC=C1)NC(=C2C2=CC=C1CCN(C1=C2)C(C=C)=O)C2=CC=C(C=C2)CN2CCOCC2 1-(6-(4-chloro-2-(4-(morpholinomethyl)phenyl)-1H-pyrrolo[2,3-b]pyridin-3-yl)indolin-1-yl)prop-2-en-1-one